N1CCC(CC1)OC1=CC=C2CCC(C2=C1)=O 6-(piperidin-4-yloxy)-2,3-dihydro-1H-inden-1-one